TUNGSTEN HEXAFLUORIDE [W](F)(F)(F)(F)(F)F